C(C)(C)(C)OC(NCCCCN1C2=NC(=NC(=C2N=C1CCCC)N(C(C1=CC=CC=C1)=O)C(C1=CC=CC=C1)=O)[N+](=O)[O-])=O 4-(6-(N-benzoylbenzamido)-8-butyl-2-nitro-9H-purin-9-yl)butylcarbamic acid tert-butyl ester